BrC=1C=CC(=NC1)COCC(=O)N1CC2(CC2)CC1 2-((5-bromopyridin-2-yl)methoxy)-1-(5-azaspiro[2.4]heptan-5-yl)ethan-1-one